Cl.Cl.N[C@H](C(=O)NCC1=CC=2C(=NC=CC2S1)N)C (2S)-2-amino-N-({4-aminothieno[3,2-c]pyridin-2-yl}methyl)propionamide dihydrochloride